[K+].C(C(=C)C)(=O)[O-].CCCS(=O)(=O)O 3-propylsulfonate methacrylate potassium salt